C(C)N1C2=CC=CC=C2C=2C=C(C=CC12)C(=CC=O)C1=CC=CC=C1 3-(9-ethyl-9H-carbazole-3-yl)-3-phenylpropenal